C1(=CC=CC=C1)[C@H]1CCN2N=C(C=C21)C(CC)=O 1-[(4R)-4-phenyl-5,6-dihydro-4H-pyrrolo[1,2-b]pyrazol-2-yl]propan-1-one